SC=1N=NNC1 sulfanyltriazole